manganese(II) salicylate C(C=1C(O)=CC=CC1)(=O)[O-].[Mn+2].C(C=1C(O)=CC=CC1)(=O)[O-]